NCC1(C(C1)CO)C1=CC=CC=C1 (2-(Aminomethyl)-2-phenylcyclopropyl)methanol